ClC1=CC=C(C=C1)C=1C=C(C(N(N1)C1=CC(=CC=C1)F)=O)C(=O)NC(CO)C1CC1 6-(4-chlorophenyl)-N-(1-cyclopropyl-2-hydroxyethyl)-2-(3-fluorophenyl)-3-oxo-2,3-dihydropyridazine-4-carboxamide